(2R)-2-[(2-amino-5-{[(1S)-1-phenylethyl]thio}-[1,3]thiazolo[4,5-d]pyrimidin-7-yl)amino]-4-methylpentan-1-ol NC=1SC2=C(N=C(N=C2N[C@@H](CO)CC(C)C)S[C@@H](C)C2=CC=CC=C2)N1